sodium isoamylbarbiturate C(CC(C)C)C1C(NC(NC1=O)=O)=O.[Na]